allene sulfonium salt [SH3+].C=C=C